ClC1=CC=C(CN2N=CC(=C2)CN2CC(C2)NC(=O)C=2N=NN(C2)C2CC2)C=C1 N-(1-((1-(4-chlorobenzyl)-1H-pyrazol-4-yl)methyl)azetidin-3-yl)-1-cyclopropyl-1H-1,2,3-triazole-4-carboxamide